ClC1=NC=CC(=C1)OC1=CC(=C(C=C1)[N+](=O)[O-])Cl 2-chloro-4-(3-chloro-4-nitrophenoxy)pyridine